[Cl-].OCC1=CC=C(CCNC(=O)[C@]2([NH2+]CCC2)C)C=C1 (S)-2-((4-(hydroxymethyl)phenethyl)carbamoyl)-2-methylpyrrolidin-1-ium chloride